CC(CC(C)(C)C)(C)C1=CC=C(C=C1)NC1=CC=C(C=C1)C(CC(C)(C)C)(C)C bis[4-(1,1,3,3-tetramethylbutyl)phenyl]amine